(3S,6S)-3-(((benzyloxy)carbonyl)amino)-6-hydroxyazacyclooctane-1-carboxylic acid benzyl ester C(C1=CC=CC=C1)OC(=O)N1C[C@H](CC[C@@H](CC1)O)NC(=O)OCC1=CC=CC=C1